6-Chlorobenzo[d]thiazole-2-carbonitrile ClC1=CC2=C(N=C(S2)C#N)C=C1